(R)-2-(((3,3-dibutyl-7-methylsulfanyl-1,1-dioxo-5-phenyl-2,3,4,5-tetrahydrobenzo[b][1,4]thiazepin-8-yl)methyl)amino)propanoic acid C(CCC)C1(CN(C2=C(S(C1)(=O)=O)C=C(C(=C2)SC)CN[C@@H](C(=O)O)C)C2=CC=CC=C2)CCCC